2-(1,3a-Diaza-5-indenyl)-1,4-diazabicyclo[3.3.0]octa-2,4-dien N=1C=CN2C=C(C=CC12)C=1N2CCCC2=NC1